N-(4-(2H-1,2,3-triazol-2-yl)-3-(trifluoromethyl)phenyl)-1-(1-(4-methoxybenzyl)-2-Carbonyl-1,2-dihydropyrrolo[4,3,2-ij]isoquinolin-6-yl)-5-(trifluoromethyl)-1H-pyrazole-4-carboxamide N=1N(N=CC1)C1=C(C=C(C=C1)NC(=O)C=1C=NN(C1C(F)(F)F)C1=CN=C2C3=C(C=CC=C13)C(N2CC2=CC=C(C=C2)OC)=C=O)C(F)(F)F